Cl.N(=[N+]=[N-])CC1=CC=C(C=C1)N1CCNCC1 1-(4-(azidomethyl)phenyl)piperazine hydrochloride